9,10-bis(1,1'-biphenyl-2-yl)-N-[4-(9H-carbazol-9-yl)phenyl]-N-phenyl-anthracene-2-amine C1(=C(C=CC=C1)C=1C2=CC=CC=C2C(=C2C=CC(=CC12)N(C1=CC=CC=C1)C1=CC=C(C=C1)N1C2=CC=CC=C2C=2C=CC=CC12)C1=C(C=CC=C1)C1=CC=CC=C1)C1=CC=CC=C1